O[C@@H]1[C@H]([C@@H](O[C@@H]([C@H]1O)NC1=C2NC(=NC2=NC=N1)C)C)NC(=O)[C@@H]1NCCC1 (2R)-N-[(2S,3R,4R,5S,6S)-4,5-dihydroxy-2-methyl-6-[(8-methyl-7H-purin-6-yl)amino]tetrahydropyran-3-yl]pyrrolidine-2-carboxamide